3-chloro-2,4-difluoro-N-[4-fluoro-5-(2-morpholin-4-ylpyrimidin-5-yl)-2-[rac-(3R,5S)-3,4,5-trimethylpiperazin-1-yl]phenyl]benzamide ClC=1C(=C(C(=O)NC2=C(C=C(C(=C2)C=2C=NC(=NC2)N2CCOCC2)F)N2C[C@H](N([C@H](C2)C)C)C)C=CC1F)F |r|